CC1=NC2=CC=C(C=C2N=C1C)C1=NC(=NC=C1F)NC1=CC=C(C=C1)NC(=O)NC1=CC=CC2=CC=CC=C12 1-(4-{[4-(2,3-dimethylquinoxalin-6-yl)-5-fluoropyrimidin-2-yl]amino}phenyl)-3-(naphthalen-1-yl)urea